N=1N=CN(C1)CS (4H-1,2,4-triazol-4-yl)methanethiol